4-bromo-6-methyl-7-oxo-6,7-dihydrothieno[2,3-c]pyridine-2-carboxylic acid BrC=1C2=C(C(N(C1)C)=O)SC(=C2)C(=O)O